N1CCCC12CN(CCC2)C(=O)[O-] 1,7-diazaspiro[4.5]decane-7-carboxylate